(2S)-N-[(1S)-1-cyano-2-{4-[3-(2-hydroxy-2-methylpropyl)-2-oxo-2,3-dihydro-1,3-benzoxazol-5-yl]phenyl}ethyl]-1,4-oxaazepane-2-carboxamide C(#N)[C@H](CC1=CC=C(C=C1)C=1C=CC2=C(N(C(O2)=O)CC(C)(C)O)C1)NC(=O)[C@H]1OCCCNC1